O=C1NC(CCC1N1C(C2=CC=C(C=C2C1=O)N([C@@H]1[C@@H](CCCC1)NC)C)=O)=O 2-(2,6-dioxopiperidin-3-yl)-5-(methyl((1S,2R)-2-(methylamino)cyclohexyl)amino)isoindoline-1,3-dione